(S)-1-(6-(azetidin-1-yl)pyridin-3-yl)-6-chloro-7-(2-(((3-chloropyridin-2-yl)oxy)methyl)pyrrolidin-1-yl)-4-oxo-1,4-dihydroquinoline-3-carboxylic acid N1(CCC1)C1=CC=C(C=N1)N1C=C(C(C2=CC(=C(C=C12)N1[C@@H](CCC1)COC1=NC=CC=C1Cl)Cl)=O)C(=O)O